2-fluoro-4-{2-[2-(4-methoxynaphthalene-1-sulfonamido)phenyl]ethynyl}benzoic acid FC1=C(C(=O)O)C=CC(=C1)C#CC1=C(C=CC=C1)NS(=O)(=O)C1=CC=C(C2=CC=CC=C12)OC